NC=1C2=C(N=CN1)N(C(=C2C2=CC(=C(C=C2)Cl)OC)C#CC2[C@@H]1CN(C[C@H]21)C(C=C)=O)C 1-[(1R,5S,6S)-6-[2-[4-amino-5-(4-chloro-3-methoxyphenyl)-7-methyl-7H-pyrrolo[2,3-d]pyrimidin-6-yl]ethynyl]-3-azabicyclo[3.1.0]hexan-3-yl]prop-2-en-1-one